tri-n-amyl-monoethyl-ammonium hydroxide [OH-].C(CCCC)[N+](CC)(CCCCC)CCCCC